5-(2-(4-(bromomethyl)cyclohexyl)ethyl)bicyclo[2.2.1]hept-2-ene BrCC1CCC(CC1)CCC1C2C=CC(C1)C2